methyl 4-(N-(tert-butyl) sulfamoyl)-2-fluorobenzoate C(C)(C)(C)NS(=O)(=O)C1=CC(=C(C(=O)OC)C=C1)F